2-(pentafluorophenyl)acetonitrile FC1=C(C(=C(C(=C1CC#N)F)F)F)F